CC1=CC=C(C(=O)NCC2=CSC=C2)C=C1 4-methyl-N-(Thiophen-3-ylmethyl)benzamide